2,2'-diaminobibenzyl NC1=C(C=CC=C1)CCC1=C(C=CC=C1)N